N-(3,4-dichlorophenyl)guanidine ClC=1C=C(C=CC1Cl)NC(=N)N